C(C=C)(=O)OCC[N+](CCC(C(F)(F)F)(F)F)(CCOC(C=C)=O)CCOC(C=C)=O tris(2-acryloyloxyethyl)(3,3,4,4,4-pentafluorobutyl)ammonium